methyl (2-propionamidoethyl) fumarate C(\C=C\C(=O)OCCNC(CC)=O)(=O)OC